4-(6-(3,5-Difluorophenyl)-6-(1,5-dimethyl-2-oxo-1,2-dihydropyridin-3-yl)-6-hydroxyhex-1,3-diyn-1-yl)pyrazolo[1,5-a]pyridine-5-carboxamide FC=1C=C(C=C(C1)F)C(CC#CC#CC=1C=2N(C=CC1C(=O)N)N=CC2)(O)C=2C(N(C=C(C2)C)C)=O